C(C)[C@@H]1NC[C@H](NC1)CS [(2S,5S)-5-ethylpiperazin-2-yl]methanethiol